C(#N)C1=CC=2C(=CN=C(C2)NC2CCC(CC2)C(=O)NC)O1 (1s,4s)-4-((2-cyanofuro[2,3-c]pyridin-5-yl)amino)-N-methylcyclohexane-1-carboxamide